FC(C(=O)O)(F)F.FC(C(=O)O)(F)F.ClC=1C=C2N=C3C=CC(=CC3=C(C2=CC1)C(CN)N)OCC(=O)O (6-chloro-2-carboxymethoxy-9-acridinyl)-1,2-ethanediamine bis(trifluoroacetate)